2-(3-(6-(9,9-Dimethyl-9H-fluoren-4-yl)-3,5-diphenylpyrazin-2-yl)phenyl)-4,6-diphenylpyrimidine CC1(C2=CC=CC=C2C=2C(=CC=CC12)C1=C(N=C(C(=N1)C=1C=C(C=CC1)C1=NC(=CC(=N1)C1=CC=CC=C1)C1=CC=CC=C1)C1=CC=CC=C1)C1=CC=CC=C1)C